C(C)(CC)NC1=CC=C(C=C1)CC1=CC=C(C=C1)NC(C)CC N-sec-butyl-4-[[4-(sec-butylamino)phenyl]methyl]aniline